S(=O)(=O)(C1=CC=C(C)C=C1)NN=C1CC(C1)NC(OC(C)(C)C)=O tert-butyl (3-(2-tosylhydrazineylidene)cyclobutyl)carbamate